ClC=1C=C2C(=CN1)N(C(=C2)C(=O)C2=C(C(=CC(=C2F)OC)OC)F)CC2=CC=C(C=C2)OC (5-chloro-1-(4-methoxybenzyl)-1H-pyrrolo[2,3-c]pyridin-2-yl)(2,6-difluoro-3,5-dimethoxyphenyl)methanone